O=C1NC(SC1CC(=O)Cl)=NN=C(C)C1=CC=CC=C1 2-(4-oxo-2-((1-phenylethylidene)hydrazineylidene)thiazolidin-5-yl)acetyl chloride